1-[3-(2,2-Difluoro-1-hydroxy-ethyl)-6-[5-[(6-methylpyridazin-3-yl)amino]benzimidazol-1-yl]-2-pyridyl]-5-methyl-pyrazole-3-carbonitrile FC(C(O)C=1C(=NC(=CC1)N1C=NC2=C1C=CC(=C2)NC=2N=NC(=CC2)C)N2N=C(C=C2C)C#N)F